3-[(1R,3R)-3-(trifluoromethyl)cyclopentyl]urea FC([C@H]1C[C@@H](CC1)NC(N)=O)(F)F